O1[C@H](COC2=C1C=CC=C2)C2=CC=C(CN1C(CCCC1)C)C=C2 1-{4-[(2S)-2,3-dihydro-1,4-benzodioxin-2-yl]benzyl}-2-methylpiperidine